C(C)(C)C1=NC=NC=C1C1=NN(C2=C1CN(CC2)C2=CC=C(C=C2)C=2N(C=C(N2)C(F)(F)F)C)C 3-(4-isopropylpyrimidin-5-yl)-1-methyl-5-(4-(1-methyl-4-(trifluoromethyl)-1H-imidazol-2-yl)phenyl)-4,5,6,7-tetrahydro-1H-pyrazolo[4,3-c]pyridine